(S)-2-amino-5-oxo-5-(2-(p-tolyl)-2H-tetrazol-5-yl)pentanoic acid N[C@H](C(=O)O)CCC(C=1N=NN(N1)C1=CC=C(C=C1)C)=O